5-(4-methylpiperazin-1-yl)benzamide tert-Butyl-(trans-4-formylcyclohexyl)carbamate C(C)(C)(C)N(C(O)=O)[C@@H]1CC[C@H](CC1)C=O.CN1CCN(CC1)C=1C=CC=C(C(=O)N)C1